5-thiazol-5-ylpyrimidin S1C=NC=C1C=1C=NC=NC1